5-chloro-2-(3,3-difluorocyclobutyl)-4-iodo-pyridine ClC=1C(=CC(=NC1)C1CC(C1)(F)F)I